BrC=1C(=C(C=CC1)N1N=C2N=C(N=CC2=C1)N1CCC2(CC1)[C@@H](C1=CC=CC=C1C2)N)Cl (S)-1'-(2-(3-bromo-2-chlorophenyl)-2H-pyrazolo[3,4-d]pyrimidin-6-yl)-1,3-dihydrospiro[inden-2,4'-piperidin]-1-amine